N-(1-cyclopropyl-2-oxo-3-pyridyl)-6-isopropoxy-2H-pyrazolo[3,4-b]pyridine-5-carboxamide C1(CC1)N1C(C(=CC=C1)NC(=O)C1=CC=2C(N=C1OC(C)C)=NNC2)=O